C(=O)=[Pd](C1=CC=CC=C1)(=C=O)(=C=O)=C=O tetracarbonylphenyl-palladium